N=1N=CN(C1)CCCS 3-(4H-1,2,4-triazol-4-yl)propane-1-thiol